3-((6-methylpicolinamido)methyl)-4,5-dihydroisoxazole CC1=CC=CC(=N1)C(=O)NCC1=NOCC1